[Au].[Bi] Bismuth-gold